5-furancarboxamide O1C=CC=C1C(=O)N